3-oxa-8-azabicyclo[3.2.1]octane-8-carboxylate C12COCC(CC1)N2C(=O)[O-]